(R)-(4-(3-(4-methylpiperazin-1-yl)-3-oxo-2-propanamidopropyl)benzyl)carbamic acid tert-butyl ester C(C)(C)(C)OC(NCC1=CC=C(C=C1)C[C@H](C(=O)N1CCN(CC1)C)NC(CC)=O)=O